6-((4-(2-ethoxypropan-2-yl)-4-phenethyl-piperidin-1-yl)methyl)-1H-benzo[d][1,3]oxazin-2(4H)-one C(C)OC(C)(C)C1(CCN(CC1)CC1=CC2=C(NC(OC2)=O)C=C1)CCC1=CC=CC=C1